(E)-5-(ethylsulfonyl)-2-methoxybenzamide C(C)S(=O)(=O)C=1C=CC(=C(C(=O)N)C1)OC